C(C)C(CCO)CCO 3-ethyl-pentane-1,5-diol